(S)-tert-Butyl (1-(1,2-dimethyl-5-nitro-1H-benzo[d]imidazol-4-yl)pyrrolidin-2-yl)methylcarbamate CN1C(=NC2=C1C=CC(=C2N2[C@@H](CCC2)CNC(OC(C)(C)C)=O)[N+](=O)[O-])C